4-[[3-[5-[(3R)-3-[(2,5,7-trimethyl-[1,2,4]triazolo[1,5-a]pyrimidin-6-yl)oxy]pyrrolidin-1-yl]pyrimidin-2-yl]-1-bicyclo[1.1.1]pentanyl]methyl]morpholine CC1=NN2C(N=C(C(=C2C)O[C@H]2CN(CC2)C=2C=NC(=NC2)C23CC(C2)(C3)CN3CCOCC3)C)=N1